4,4'-(1H-pyrazole-1,3-diyl)dibenzoic acid N1(N=C(C=C1)C1=CC=C(C(=O)O)C=C1)C1=CC=C(C(=O)O)C=C1